ClC=1C=C(C=C(C1OC=1C=C2CC(NC2=CC1)=O)Cl)N1N=C(C(NC1=O)=O)C#N 2-(3,5-Dichloro-4-((2-oxoindolin-5-yl)oxy)phenyl)-3,5-dioxo-2,3,4,5-tetrahydro-1,2,4-triazine-6-carbonitrile